C(C)(C)(C)C1=CC=2C(=NC(=CN2)C(CCC[C@H](OC(C)C)[C@@H]2N(C(OC2)(C)C)C(=O)OC(C)(C)C)=O)N1C tert-butyl (4R)-4-[(1S)-5-(6-tert-butyl-5-methyl-pyrrolo[2,3-b]pyrazin-3-yl)-1-isopropoxy-5-oxo-pentyl]-2,2-dimethyl-oxazolidine-3-carboxylate